Ethyl (R)-2-(trans-4-hydroxycyclohexyl)butanoate O[C@@H]1CC[C@H](CC1)[C@H](C(=O)OCC)CC